The molecule is a 5-alkylresorcinol in which the alkyl group is specified as methyl. It has a role as an Aspergillus metabolite. It is a 5-alkylresorcinol and a dihydroxytoluene. CC1=CC(=CC(=C1)O)O